O1C(OCC1)CCCCC[Mg]Cl [5-(1,3-Dioxolane-2-yl)pentyl]magnesium chloride